C1=CC=CC=2C3=CC=CC=C3N(C12)C1=C(C(=CC(=C1)C)C1=C(C=CC=C1)C1=NC(=CC=C1)CNC1=C(C=CC=C1C(C)C)C(C)C)O 3-(9H-carbazol-9-yl)-2'-(6-{[(2,6-diisopropylphenyl)amino]methyl}pyridin-2-yl)-5-methylbiphenyl-2-ol